C(CCCCCCCCCCC)(=O)NCCNCCNCCNCCCCCCCCCCCC 1-lauroyl-10-lauryl-triethylenetetramine